C(C1CO1)OC1=C(C=CC=C1)CC (glycidyloxyphenyl)Ethan